C1(CCCCC1)CC(=O)O[C@@H]1[C@H](O[C@]([C@@H]1O)(C1=CC=C2C(=NC=NN21)NC(=O)OCCCCC)C#N)CO (2R,3S,4R,5R)-5-cyano-4-hydroxy-2-(hydroxymethyl)-5-(4-(((pentyloxy)carbonyl)amino)pyrrolo[2,1-f][1,2,4]triazin-7-yl)tetrahydrofuran-3-yl 2-cyclohexylacetate